N-t-butoxycarbonyl-(R)-silaproline C(C)(C)(C)OC(=O)N1[Si@H](CCC1)C(=O)O